C(C)(C)(C)C1=NC(=NO1)C(=O)NCC1=C(C=C(C=C1)C1=C(C=NC=C1F)N1CCN(CC1)C(=O)OC(C)(C)C)C tert-butyl 4-(4-(4-((5-(tert-butyl)-1,2,4-oxadiazole-3-carboxamido)methyl)-3-methylphenyl)-5-fluoropyridin-3-yl)piperazine-1-carboxylate